CNC(C1=CC(=CC=C1)C=1N=NC(=CC1)NC1C[C@@H]2[C@@H](CN(C2)C([2H])([2H])[C@H]2COCCC2)C1)=O N-methyl-3-(6-(((3aR,5s,6aS)-2-(((S)-tetrahydro-2H-pyran-3-yl)methyl-d2)octahydrocyclopenta[c]pyrrol-5-yl)amino)pyridazin-3-yl)benzamide